(E)-6-methoxy-benzoic acid COC1=CC=CC=C1C(=O)O